2-benzyl-4,4,4-trifluoro-N-(8-fluoro-4-methyl-3-quinolyl)-2-methyl-butanamide C(C1=CC=CC=C1)C(C(=O)NC=1C=NC2=C(C=CC=C2C1C)F)(CC(F)(F)F)C